ClC1=NC(=NC(=N1)Cl)OCC1(CC1)CN1CCOCC1 4-[[1-[(4,6-dichloro-1,3,5-triazin-2-yl)oxymethyl]cyclopropyl]methyl]morpholine